ClC1=CC=2N(C(=N1)N)N=C(N2)C=2OC=CN2 7-chloro-2-oxazol-2-yl-[1,2,4]triazolo[1,5-c]pyrimidin-5-amine